C(C)(C)NC1=NC(=NC(=N1)NC1=CC(=CC=C1)COC)C1=CC=CC=C1 N2-isopropyl-N4-(3-(methoxymethyl)phenyl)-6-phenyl-1,3,5-triazine-2,4-diamine